6-fluoro-5-(2-fluoro-6-methylphenyl)-1-((2-(trimethylsilyl)ethoxy)methyl)-1H-indazole FC1=C(C=C2C=NN(C2=C1)COCC[Si](C)(C)C)C1=C(C=CC=C1C)F